CNC(C(=O)[O-])C 2-(methylamino)propanoate